chloroethyl-phthalide 4-(((2R,3S,4S,5S)-2,3,4,5,6-pentahydroxyhexyl)carbamoyl)phenyl-4-((2-cyclopropyl-5-ethoxy-4'-fluoro-[1,1'-biphenyl]-4-yl)methyl)piperazine-1-carboxylate O[C@H](CNC(=O)C1=CC=C(C=C1)OC(=O)N1CCN(CC1)CC1=CC(=C(C=C1OCC)C1=CC=C(C=C1)F)C1CC1)[C@@H]([C@H]([C@H](CO)O)O)O.ClCCC1OC(=O)C2=CC=CC=C12